5-(2,2-difluoro-2-(2-fluoro-5-((4-fluoro-3-methylphenyl)carbamoyl)phenyl)acetyl)-4,5,6,7-tetrahydrothiazolo[5,4-c]pyridine-2-carboxamide FC(C(=O)N1CC2=C(CC1)N=C(S2)C(=O)N)(C2=C(C=CC(=C2)C(NC2=CC(=C(C=C2)F)C)=O)F)F